CC1(CC1)OC=1C=C2C(=NNC2=CC1)C1=CC(=NC=C1)N1CCC(CC1)OC1CC(C1)OC1CCNCC1 5-(1-methylcyclopropoxy)-3-[2-[4-[3-(4-piperidyloxy)cyclobutoxy]-1-piperidyl]-4-pyridyl]-1H-indazole